COC1=NC=NC=C1OC 4,5-dimethoxypyrimidin